(3-amino-3-methylpiperidin-1-yl)(4-(5-methyl-7H-pyrrolo[2,3-d]pyrimidin-4-yl)-3,4-dihydro-2H-1,4-thiazin-6-yl)methanone NC1(CN(CCC1)C(=O)C1=CN(CCS1)C=1C2=C(N=CN1)NC=C2C)C